CCCCCCCCCC/C=C/C=C/C=C/C=C/C=C/C=C Docosahexaen